C(C)(C)(C)OC(=O)N1C2CC(CC1C(C2)(F)F)OC2=CC=C1C(=N2)OCC=2C=C(C=CC21)Br.SCCC[Si](OCC)(OCC)OCC 3-mercaptopropyl-triethoxysilane tert-butyl-3-({8-bromo-6H-isochromeno[3,4-b]pyridin-3-yl}oxy)-6,6-difluoro-8-azabicyclo[3.2.1]octane-8-carboxylate